5-(cyclopropyloxydifluoromethyl)pyridin-2-amine C1(CC1)OC(C=1C=CC(=NC1)N)(F)F